N-(4-((6-amino-5-fluoropyrimidin-4-yl)oxy)-2-fluorophenyl)-4-ethoxy-1-(4-fluorophenyl)-2-oxo-1,2-dihydropyridine-3-carboxamide NC1=C(C(=NC=N1)OC1=CC(=C(C=C1)NC(=O)C=1C(N(C=CC1OCC)C1=CC=C(C=C1)F)=O)F)F